2,5-dimethoxypropiophenone CCC(=O)C1=C(C=CC(=C1)OC)OC